NC1=C(C=CC(=C1)F)NC(C1=CC=C(C=C1)CNC(\C=C\C=1C=NC=CC1)=O)=O N-(2-amino-4-fluorophenyl)-4-[[[(2E)-1-oxo-3-(3-pyridinyl)-2-propen-1-yl]amino]methyl]benzamide